4-(4-hydroxyphenyl)methylene-2,6-di-tert-butyl-2,5-cyclohexadiene-1-one OC1=CC=C(C=C1)C=C1C=C(C(C(=C1)C(C)(C)C)=O)C(C)(C)C